5-(4'-Amino-2-fluorobiphenyl-4-yl)-3,6-dihydro-2H-1,3,4-oxadiazin-2-one NC1=CC=C(C=C1)C1=C(C=C(C=C1)C1=NNC(OC1)=O)F